9-(trans-4-hydroxycyclohexyl)-[1,2]oxaborinino[5,6-d]pyrrolo[2,3-b]pyridin-7(3H)-ol O[C@@H]1CC[C@H](CC1)C1=CB(OC=2C1=C1C(=NC2)NC=C1)O